cyclopentyl (S)-2-amino-3-(4-(3-(4-(8-chloro-5,6-dihydro-11H-benzo[5,6]cyclohepta[1,2-b]pyridin-11-ylidene)piperidin-1-yl)propoxy)phenyl)-propanoate trihydrochloride Cl.Cl.Cl.N[C@H](C(=O)OC1CCCC1)CC1=CC=C(C=C1)OCCCN1CCC(CC1)=C1C2=C(CCC=3C1=NC=CC3)C=C(C=C2)Cl